CN([C@H]1CN(CC1)C(=O)C=1C=C(C=C(C1)C(F)(F)F)NC(=O)C1=CSC=2CN(CCC21)C(=O)C2=CN=C1N2C=CC=C1)C (R)-N-(3-(3-(dimethyl-amino)pyrrolidine-1-carbonyl)-5-(trifluorometh-yl)phenyl)-6-(imidazo[1,2-a]pyridine-3-carbonyl)-4,5,6,7-tetrahydrothieno-[2,3-c]pyridine-3-carboxamide